(R)-1-(prop-2-yn-1-yl)pyrrolidin-3-ol C(C#C)N1C[C@@H](CC1)O